Stearyl cinnamate C(C=CC1=CC=CC=C1)(=O)OCCCCCCCCCCCCCCCCCC